3-((4-(4-fluorophenyl)-3-(pyrrolidine-1-carbonyl)-2H-chromen-6-yl)oxy)propanoic acid FC1=CC=C(C=C1)C1=C(COC2=CC=C(C=C12)OCCC(=O)O)C(=O)N1CCCC1